NCCNCCC[Si](OC)(OC)C N-(beta-aminoethyl)-aminopropyl-methyl-dimethoxysilane